O=C1NC(CCC1C1=CC=C(C=C1)N1[C@H](CN(CC1)CCC1CCC(CC1)N1N=C2C=C(C(=CC2=C1)C(=O)NC1=CN=C2N1N=CC=C2)OC)C)=O 2-((1S,4r)-4-(2-((3S)-4-(4-(2,6-dioxopiperidin-3-yl)phenyl)-3-methylpiperazin-1-yl)ethyl)cyclohexyl)-N-(imidazo[1,2-b]pyridazin-3-yl)-6-methoxy-2H-indazole-5-carboxamide